2-ethenyl-3,8-diazabicyclo[3.2.1]octane-8-carboxylate C(=C)C1C2CCC(CN1)N2C(=O)[O-]